ClC=1C=CC=2C3CC[C@@]4(/C(/C[C@H](C4C3CCC2C1)CCC(=O)NC1=NC=CC(=C1)F)=N/O)C 3-((13S,15R,E)-3-chloro-17-(hydroxyimino)-13-methyl-7,8,9,11,12,13,14,15,16,17-decahydro-6H-cyclopenta[a]phenanthren-15-yl)-N-(4-fluoropyridin-2-yl)propanamide